FC1=CC(=C(C=2NC(=NC21)C(C)(C)O)C(C)C)B2OC(C(O2)(C)C)(C)C 2-(4-fluoro-7-isopropyl-6-(4,4,5,5-tetramethyl-1,3,2-dioxaborolan-2-yl)-1H-benzo[d]imidazol-2-yl)propan-2-ol